FC=1C=C(C=C(C1)F)NC(=S)C=1C(NCCC1NCC1=C(C=NC=C1)OCC(C)(C)OC)=O N-(3,5-difluorophenyl)-4-({[3-(2-methoxy-2-methylpropoxy)pyridin-4-yl]methyl}amino)-2-oxo-1,2,5,6-tetrahydropyridine-3-carbothioamide